C(C)(C)(C)OC(COCCOCCOCC(=O)OC(C)(C)C)=O tert-butyl 2-(2-{2-[2-(tert-butoxy)-2-oxoethoxy]ethoxy}ethoxy)acetate